1-(5Z,8Z,11Z,14Z-eicosatetraenoyl)-2-(9Z-tetradecenoyl)-glycero-3-phosphoserine CCCCC/C=C\C/C=C\C/C=C\C/C=C\CCCC(=O)OC[C@H](COP(=O)(O)OC[C@@H](C(=O)O)N)OC(=O)CCCCCCC/C=C\CCCC